(R)-2-(4-(1-cyanocyclopropyl)phenyl)-N-(1-(1-(2,2,2-trifluoroethyl)-1H-pyrazolo[3,4-c]pyridin-5-yl)ethyl)acetamide C(#N)C1(CC1)C1=CC=C(C=C1)CC(=O)N[C@H](C)C=1C=C2C(=CN1)N(N=C2)CC(F)(F)F